CC1=C2CC[C@@]3(CC[C@@H](C(=C)[C@H]3C[C@@H](C2(C)C)CC1)O)C Taxa-4(20),11(12)-dien-5α-ol